Hexadecyltriphenyl-phosphonium C(CCCCCCCCCCCCCCC)[P+](C1=CC=CC=C1)(C1=CC=CC=C1)C1=CC=CC=C1